4-carbamothioylbicyclo[2.2.2]octan C(N)(=S)C12CCC(CC1)CC2